COC([C@@H](NC(=O)OC(C)(C)C)CC(=O)O)=O tert-Butoxycarbonyl-aspartic acid-1-methyl ester